2-amino-N-(quinolin-8-yl)acetamide NCC(=O)NC=1C=CC=C2C=CC=NC12